BrC=1C=NC(=NC1)C#N 5-Bromopyrimidine-2-carbonitrile